N1=CC(=CC=C1)NC(=S)NC1CCN(CC1)C1=NC=CC(=C1)C1=CC(=CC=C1)OC(F)(F)F 1-(Pyridin-3-yl)-3-(1-(4-(3-(trifluoromethoxy)phenyl)pyridin-2-yl)piperidin-4-yl)thiourea